(9Z,12Z)-2-(((11Z,14Z)-2-((3-(dimethylamino)propanoyl)oxy)icosa-11,14-dien-1-yl)oxy)ethyl octadeca-9,12-dienoate C(CCCCCCC\C=C/C\C=C/CCCCC)(=O)OCCOCC(CCCCCCCC\C=C/C\C=C/CCCCC)OC(CCN(C)C)=O